(E)-bis(4-methoxybenzyl)quinoline-2,3,4-triamine COC1=CC=C(CC=2C(=C3C(=C(C(=NC3=CC2)N)N)N)CC2=CC=C(C=C2)OC)C=C1